2-(3-(4-(2-(4-hydroxylphenyl)propan-2-yl)phenoxy)cyclobutyl)isoindolin-1,3-dione OC1=CC=C(C=C1)C(C)(C)C1=CC=C(OC2CC(C2)N2C(C3=CC=CC=C3C2=O)=O)C=C1